NC1=CC(=C(C=C1)CC(=O)N)OCC (4-amino-2-ethoxyphenyl)acetamide